[Li][C-]1C=CC=C1.[C-]1(C=CC=C1)[Li].[Fe+2] 1,1'-dilithioferrocene